racemic-6,7-difluoro-4-(1-(isobutylamino)ethyl)-2-methylphthalazin-1(2H)-one FC=1C=C2C(=NN(C(C2=CC1F)=O)C)[C@@H](C)NCC(C)C |r|